tert-Butyl 3-([1,3]dioxolo[4',5':4,5]benzo[1,2-d]thiazol-6-yl)-2-amino-4,7-dihydrothieno[2,3-c]pyridine-6(5H)-carboxylate O1COC2=CC3=C(N=C(S3)C3=C(SC=4CN(CCC43)C(=O)OC(C)(C)C)N)C=C21